4-chloro-N-((1S,2R)-2-(2,3-dihydro-1H-inden-4-yl)-1-(5-oxo-4,5-dihydro-1,3,4-oxadiazol-2-yl)propyl)-3-(1-hydroxyethyl)benzenesulfonamide ClC1=C(C=C(C=C1)S(=O)(=O)N[C@@H]([C@H](C)C1=C2CCCC2=CC=C1)C=1OC(NN1)=O)C(C)O